7-bromo-4-chloropyrrolo[1,2-a]quinoxaline-2-carboxylic acid ethyl ester C(C)OC(=O)C=1C=C2N(C3=CC=C(C=C3N=C2Cl)Br)C1